6-(3-isopropyl-4-methyl-5-(1-(oxetan-3-yl)piperidin-4-yl)-1H-pyrrolo[2,3-c]pyridin-2-yl)-8-methoxy-[1,2,4]triazolo[1,5-a]pyridine C(C)(C)C1=C(NC2=CN=C(C(=C21)C)C2CCN(CC2)C2COC2)C=2C=C(C=1N(C2)N=CN1)OC